FC=1C=C(C=CC1OC1=CC=NC2=CC(=C(C=C12)OC)OCCN1CC(C1)(C)O)NC(=O)C1=C2C(=CN(C1=O)C1=CC=C(C=C1)F)CCO2 N-(3-fluoro-4-((7-(2-(3-hydroxy-3-methylazetidin-1-yl)ethoxy)-6-methoxyquinolin-4-yl)oxy)phenyl)-5-(4-fluorophenyl)-6-oxo-2,3,5,6-tetrahydrofuro[3,2-c]pyridine-7-carboxamide